Tert-butyl 3-[4-[[2-[2-[tert-butoxycarbonyl(2,2,2-trifluoroethyl)amino]-4-pyridyl] oxazole-4-carbonyl]amino]-3-carbamoylpyrazol-1-yl]azetidine-1-carboxylate C(C)(C)(C)OC(=O)N(C1=NC=CC(=C1)C=1OC=C(N1)C(=O)NC=1C(=NN(C1)C1CN(C1)C(=O)OC(C)(C)C)C(N)=O)CC(F)(F)F